C(C)OC=1C=2N(C=CN1)C=CC2 1-ethoxypyrrolo[1,2-a]pyrazin